C(C)OC=1C(=C(C(=O)O)C=CC1C(NS(=O)(=O)N1CCCC1)=O)F 3-ethoxy-2-fluoro-4-((pyrrolidin-1-ylsulfonyl)carbamoyl)benzoic acid